dibenzylpyrrolidin-3-amine C(C1=CC=CC=C1)C1N(CCC1N)CC1=CC=CC=C1